4-(6-((3aR,6aS)-hexahydropyrrolo[3,4-c]pyrrol-2(1H)-yl)pyridin-3-yl)-6-(1-methyl-1H-pyrazol-4-yl)pyrazolo[1,5-a]pyridine-3-carbonitrile hydrochloride Cl.C1N(C[C@@H]2[C@H]1CNC2)C2=CC=C(C=N2)C=2C=1N(C=C(C2)C=2C=NN(C2)C)N=CC1C#N